tert-butyl 4-({6-[6-(methylsulfanyl)-3-oxo-2-(prop-2-en-1-yl)-1H,2H,3H-pyrazolo[3,4-d]pyrimidin-1-yl]pyridin-2-yl}(propyl)amino)piperidine-1-carboxylate CSC1=NC=C2C(=N1)N(N(C2=O)CC=C)C2=CC=CC(=N2)N(C2CCN(CC2)C(=O)OC(C)(C)C)CCC